2-(4-methoxyphenoxy)-N-(2-pyridyl)-N-tetrahydro-thiophen-3-yl-acetamide COC1=CC=C(OCC(=O)N(C2CSCC2)C2=NC=CC=C2)C=C1